C(C=C)C=1C2=C(C(=NC1)NCC1=C(C=C(C=C1)OC)OC)C(=NN2[C@H]2C[C@@H](CCC2)C(NCCCC=C)=O)C2=CC=C(C(=O)NC1=NC=CC(=C1)C(F)(F)F)C=C2 4-[7-allyl-4-[(2,4-dimethoxyphenyl)methylamino]-1-[(1R,3R)-3-(pent-4-enylcarbamoyl)cyclohexyl]pyrazolo[4,3-c]pyridin-3-yl]-N-[4-(trifluoromethyl)-2-pyridyl]benzamide